FC(C=1C(=C(C=CC1)[C@@H](C)NC=1C2=C(N=C(N1)C)NC(C(=C2)C#N)=O)F)F |r| (±)-4-((1-(3-(difluoromethyl)-2-fluorophenyl)ethyl)amino)-2-methyl-7-oxo-7,8-dihydropyrido[2,3-d]pyrimidine-6-carbonitrile